2-chloro-4-((4-nitrophenyl-ethyl)amino)quinolin-6-ol ClC1=NC2=CC=C(C=C2C(=C1)NCCC1=CC=C(C=C1)[N+](=O)[O-])O